N,N'-bis(2-hydroxy-ethyl)oxalamide OCCNC(C(=O)NCCO)=O